S1C(=NC2=NC=CC=C21)OC2=CC=C(CNC13CCCC(CC1)N3C(=O)N)C=C2 [4-([1,3]Thiazolo[4,5-b]pyridin-2-yloxy)benzyl]amino-8-azabicyclo[3.2.1]octane-8-carboxamide